1-[6-(benzyloxy)pyridin-2-yl]piperazine hydrochloride Cl.C(C1=CC=CC=C1)OC1=CC=CC(=N1)N1CCNCC1